N-[6-[4-(hydroxymethyl)imidazol-1-yl]-2,2-dimethyl-3H-benzofuran-5-yl]pyrazolo[1,5-a]pyrimidine-3-carboxamide OCC=1N=CN(C1)C1=CC2=C(CC(O2)(C)C)C=C1NC(=O)C=1C=NN2C1N=CC=C2